FC(C1=NN=C(O1)C1=CC=2N(C=C1)C=C(N2)CN(C(=O)C2CCN(CC2)C(C)C)C2=CC=CC=C2)F N-((7-(5-(difluoromethyl)-1,3,4-oxadiazol-2-yl)imidazo[1,2-a]pyridin-2-yl)methyl)-1-isopropyl-N-phenylpiperidine-4-carboxamide